N,N-dimethylfuran-2-carboxamidine CN(C(=N)C=1OC=CC1)C